5-(5-chloroisoindolin-2-yl)-N-(3-hydroxyphenyl)-7-(1H-pyrazol-4-yl)-3-(tetrahydro-2H-pyran-4-yl)pyrazolo[1,5-a]pyrimidine-2-carboxamide ClC=1C=C2CN(CC2=CC1)C1=NC=2N(C(=C1)C=1C=NNC1)N=C(C2C2CCOCC2)C(=O)NC2=CC(=CC=C2)O